COC(C1=CC(=C(C=C1)N1CCN(CC1)CC)NCC(C)(C)OC1=CC(=CC(=C1)C)C)=O 3-(2-(3,5-Dimethylphenoxy)-2-methylpropylamino)-4-(4-ethylpiperazin-1-yl)benzoic acid methyl ester